3-ethyl-2,4,6-trimethylphenol C(C)C=1C(=C(C(=CC1C)C)O)C